5-((4-((2-cyclopropylethyl)amino)-5-methyl-pyrimidin-2-yl)amino)benzo[c][1,2]oxaborol-1(3H)-ol trifluoroacetic acid salt FC(C(=O)O)(F)F.C1(CC1)CCNC1=NC(=NC=C1C)NC1=CC2=C(B(OC2)O)C=C1